COCC12CC(N(C2C1)C(CNC(CCCOC1=CC=CC=C1)=O)=O)C(=O)N 5-(methoxymethyl)-2-((4-phenoxybutyryl)glycyl)-2-azabicyclo[3.1.0]hexane-3-carboxamide